C1=CC(=C(C(=C1)F)C(=O)O)N2N=CC=N2 fluoro-6-(2H-1,2,3-triazol-2-yl)benzoic acid